ClC=1C(=CC2=C(N(C(N=C2N2C[C@H](N(C[C@@H]2C)C(=O)OC(C)(C)C)C)=C=O)C=2C(=NC=CC2SC)C(C)C)N1)F tert-butyl (2R,5S)-4-(7-chloro-6-fluoro-1-(2-isopropyl-4-(methylsulfanyl) pyridin-3-yl)-2-carbonyl-1,2-dihydropyrido[2,3-d]pyrimidin-4-yl)-2,5-dimethylpiperazine-1-carboxylate